(Z)-4-(1,3-dithian-2-yl)-4-methoxy-phenyl hex-3-enoate C(C\C=C/CC)(=O)OC1=CCC(C=C1)(OC)C1SCCCS1